C(CC)CCCCCN[C@H](CCC(=O)N[C@@H](C)C(=O)O)C(N)=O propylamyl-D-isoglutaminyl-L-alanine